N-[(1R,2R)-2-[4-(2-fluoro-3,6-dimethoxybenzoyl)benzamido]cycloheptyl]pyridine-4-carboxamide FC1=C(C(=O)C2=CC=C(C(=O)N[C@H]3[C@@H](CCCCC3)NC(=O)C3=CC=NC=C3)C=C2)C(=CC=C1OC)OC